N1-(6,7-dimethoxyquinazolin-4-yl)propane-1,3-diamine COC=1C=C2C(=NC=NC2=CC1OC)NCCCN